2-Hydroxymethyl-5,6-dihydro-8H-imidazo[1,2-a]pyrazine-7-carboxylic Acid Tert-Butyl Ester C(C)(C)(C)OC(=O)N1CC=2N(CC1)C=C(N2)CO